C(#N)C1=CC=C(C=C1)C(NC1=CC=C(C=C1)C(=O)N[C@H](C(=O)NC1=CC=C(C(=O)NC2=C(C(=C(C(=O)NC3=CC=C(C(=O)O)C=C3)C=C2)O)OC(C)C)C=C1)CC#C)=S 4-(4-{4-[(2s)-2-{[4-(4-Cyanobenzenethioamido)phenyl]formamido}pent-4-ynamido]benzamido}-2-hydroxy-3-(propan-2-yloxy)benzamido)benzoic acid